3-(4,5-Dibromothiophen-2-yl)-3-oxopropanoic acid methyl ester COC(CC(=O)C=1SC(=C(C1)Br)Br)=O